NC1=CC=CC(=N1)S(=O)(=O)NC(=O)C=1C(=NC(=CC1)C1=CC(=CC(=C1)OC(C)C)F)OC1=C(C=C(C=C1)C)C N-[(6-Amino-2-pyridyl)sulfonyl]-2-(2,4-dimethylphenoxy)-6-(3-fluoro-5-isopropoxyphenyl)pyridin-3-carboxamid